4-(allyloxy)naphthalene C(C=C)OC1=CC=CC2=CC=CC=C12